[Cl-].C(CCCCCCCCCCCCCCCCC)(=O)OC(C[NH+](C)C)OC(CCCCCCCCCCCCCCCCC)=O distearoyl-oxyethyl-dimethyl-ammonium chloride